1-[2-(4-Piperidyl)ethyl-amino]-1-ethanone N1CCC(CC1)CCNC(C)=O